OCOC1=CC=C(C(=O)C2=CC=C(C=CC(=O)[O-])C=C2)C=C1 4-[4-hydroxymethyloxybenzoyl]cinnamate